FC1=CC=C(C=N1)C1=CC=CC=2N1N=CC2C(=O)N2CCCCC2 (7-(6-fluoropyridin-3-yl)pyrazolo[1,5-a]pyridin-3-yl)(piperidin-1-yl)methanone